CN(C)CC=1SC(=C(N1)C(F)(F)F)C1=NC(=NC=C1F)NC1CC(N(CC1)C(=O)OC(C)(C)C)C tert-butyl 4-((4-(2-((dimethylamino) methyl)-4-(trifluoromethyl) thiazol-5-yl)-5-fluoropyrimidin-2-yl) amino)-2-methylpiperidine-1-carboxylate